CN1N=C(C=C1)CS(=O)(=O)C1=C(C(=O)NCCC=2C=NC(=CC2)[N+](=O)[O-])C=CC=C1 (((1-methyl-1H-pyrazol-3-yl)methyl)sulfonyl)-N-(2-(6-nitropyridin-3-yl)ethyl)benzamide